CCC(CCC)=C1C(CCC1)=O γ-hexylidenecyclopentanone